tert-butyl (2R,3S,4S)-4-[(tert-butoxycarbonyl)oxy]-3-(4-hydroxycyclohexanecarbonyloxy)-2-[(4-methoxyphenyl)methyl]pyrrolidine-1-carboxylate C(C)(C)(C)OC(=O)O[C@@H]1[C@H]([C@H](N(C1)C(=O)OC(C)(C)C)CC1=CC=C(C=C1)OC)OC(=O)C1CCC(CC1)O